2,6-dideuterotyrosine [2H]C1=C(C[C@H](N)C(=O)O)C(=CC(=C1)O)[2H]